sodium methylpropanesulfonate adamantan-1-yl-4-(((2-(2,6-dioxopiperidin-3-yl)-1-oxoisoindolin-4-yl)thio)methyl)thiazole-2-carboxylate C12(CC3CC(CC(C1)C3)C2)OC(=O)C=2SC=C(N2)CSC2=C3CN(C(C3=CC=C2)=O)C2C(NC(CC2)=O)=O.COS(=O)(=O)CCC.[Na]